1-((2-(2,6-Dioxopiperidin-3-yl)-1,3-dioxoisoindolin-5-yl)amino)-3,6,9,12,15-pentaoxaoctadecan-18-oic acid O=C1NC(CCC1N1C(C2=CC=C(C=C2C1=O)NCCOCCOCCOCCOCCOCCC(=O)O)=O)=O